ClC1=C2C[C@H](OC(C2=C(C(=C1)C(=O)N[C@H](C(=O)O)CCSC)O)=O)C (2S)-2-[[(3R)-5-chloro-8-hydroxy-3-methyl-1-oxo-3,4-dihydroisochromene-7-carbonyl]amino]-4-methylsulfanylbutanoic acid